ClC=1N=C(C2=C(N1)CCCS2(=O)=O)NC2=CC=C1CCC(NC1=C2)=O 7-((2-chloro-5,5-dioxido-7,8-dihydro-6H-thiopyrano[3,2-d]pyrimidin-4-yl)amino)-3,4-dihydroquinolin-2(1H)-one